rac-(1S,5S,6S)-6-fluoro-7-oxo-3-oxa-9-azabicyclo[3.3.1]nonane-9-carboxylic acid tert-butyl ester C(C)(C)(C)OC(=O)N1[C@@H]2COC[C@H]1[C@@H](C(C2)=O)F |r|